BrC1=NN2C(N(C(=C(C2=O)N2CCN(CC2)C(=O)[O-])CC)C(C(=O)NC2=C(C=C(C=C2)C(F)(F)F)Cl)C(C)(C)C)=N1 4-(2-bromo-4-(2-((2-chloro-4-(trifluoromethyl)phenyl)amino)-tert-butyl 2-oxoethyl)-5-ethyl-7-oxo-4,7-dihydro-[1,2,4]triazolo[1,5-a]pyrimidin-6-yl)piperazine-1-carboxylate